(8S)-7-((9-methoxy-9H-fluorene-3-carbonyl)glycyl)-1,4-dioxa-7-azaspiro[4.4]nonane-8-carboxylic acid COC1C2=CC=CC=C2C=2C=C(C=CC12)C(=O)NCC(=O)N1CC2(OCCO2)C[C@H]1C(=O)O